5-[7-[[5-[(3R)-3-(2-methoxyethoxy)pyrrolidine-1-carbonyl]pyridin-2-yl]amino]-3-methylimidazo[4,5-b]pyridin-5-yl]oxy-4-methyl-pyridine-2-carbonitrile COCCO[C@H]1CN(CC1)C(=O)C=1C=CC(=NC1)NC1=C2C(=NC(=C1)OC=1C(=CC(=NC1)C#N)C)N(C=N2)C